1-(2-(dimethylamino)ethyl)-5-fluoro-N4-(4-(7-methoxy-1H-indol-3-yl)-5-(trifluoromethyl)pyrimidin-2-yl)-N1-methyl-2-nitrobenzene-1,4-diamine CN(CCC1(C(C=C(C(=C1)F)NC1=NC=C(C(=N1)C1=CNC2=C(C=CC=C12)OC)C(F)(F)F)[N+](=O)[O-])NC)C